FC([C@@H]1C2(CN(C2)C(C=C)=O)CCN1C1=NC=2CC(CCC2C(=N1)C1=CC(=CC2=CC=CC=C12)O)(C)C)F 1-((5S)-5-(difluoromethyl)-6-(4-(3-hydroxy-1-naphthalenyl)-7,7-dimethyl-5,6,7,8-tetrahydro-2-quinazolinyl)-2,6-diazaspiro[3.4]octan-2-yl)-2-propen-1-one